FC(C1=CC=C(C=C1)C(C)=O)(F)F 4'-trifluoromethylacetophenone